CC1=NC=C(C(=C1)C1=CC=2N(C=C1)N=C(C2)NC=2N=NC(=CC2)C)O[C@H]2[C@H]1OC[C@@H]2NC1 5-[2-methyl-5-[[(1S,4S,7R)-2-oxa-5-azabicyclo[2.2.1]heptan-7-yl]oxy]-4-pyridyl]-N-(6-methylpyridazin-3-yl)pyrazolo[1,5-a]pyridin-2-amine